COC=1C=C(C=CC1OC)CN 1-(3,4-dimethoxyphenyl)methanamine